BrC1=C(C=CC=C1)OC(=C)C 1-bromo-2-(prop-1-en-2-oxy)benzene